[Si](C)(C)(C(C)(C)C)OCC=1OC(=CN1)[Sn](CCCC)(CCCC)CCCC 2-(((tert-butyldimethylsilyl)oxy)methyl)-5-(tributylstannyl)oxazole